COC(=O)C12CC3CC(C1)CC(C2)C32OOC3(CC(CCC3)O)O2 Methyl-3''-hydroxydispiro[adamantane-2,3'-[1,2,4]trioxolane-5',1''-cyclohexane]-5-carboxylate